[Mo].[Fe].C=O formaldehyde iron-molybdenum